5,7-difluoro-2-(4-fluorophenyl)-3-(1-(5-methyl-1H-imidazol-4-yl)ethyl)-1H-indole FC=1C=C2C(=C(NC2=C(C1)F)C1=CC=C(C=C1)F)C(C)C=1N=CNC1C